N1(C(=CC=C1)C(=O)OCC)C(=O)OC[C@H]1O[C@@]([C@@H]([C@@H]1O)O)(C#N)C1=CC=C2C(=NC=NN21)N O1-[[(2R,3S,4R,5R)-5-(4-aminopyrrolo[2,1-f][1,2,4]triazin-7-yl)-5-cyano-3,4-dihydroxy-tetrahydrofuran-2-yl]methyl] O2-ethyl pyrrole-1,2-dicarboxylate